4-[(3-Bromo-2,7-dimethyl-6,7-dihydro-8-oxa-1,3a,4-triaza-as-indacen-5-ylamino)-methyl]-4-fluoro-piperidine-1-carboxylic acid tert-butyl ester C(C)(C)(C)OC(=O)N1CCC(CC1)(F)CNC1=NN2C(=C(N=C2C=2OC(CC12)C)C)Br